C(CCCCCCCCCC)[S-] n-undecanethiolate